C(C1=CC=CC=C1)OC1=NC(=CC=C1C=1C=NC(=CC1)N1CCC(CC1)CO)OCC1=CC=CC=C1 {1-[2',6'-Bis(benzyloxy)-[3,3'-bipyridyl]-6-yl]piperidin-4-yl}methanol